4-[2-[(4-fluorophenoxy)methyl]imidazo[1,2-a]pyrimidin-6-yl]-3-methoxy-benzonitrile FC1=CC=C(OCC=2N=C3N(C=C(C=N3)C3=C(C=C(C#N)C=C3)OC)C2)C=C1